N-(4-{[6-(5-chloro-2-fluoro-phenyl)-3-[2-(dimethylamino)-ethoxy]pyridazin-4-yl]amino}-pyridin-2-yl)-3-(morpholin-4-yl)propanamide ClC=1C=CC(=C(C1)C1=CC(=C(N=N1)OCCN(C)C)NC1=CC(=NC=C1)NC(CCN1CCOCC1)=O)F